(S)-2,2-difluoro-1-(1-neopentyl-6-(3-(trifluoromethyl)pyrazin-2-yl)-1H-indol-3-yl)ethan-1-amine FC([C@@H](N)C1=CN(C2=CC(=CC=C12)C1=NC=CN=C1C(F)(F)F)CC(C)(C)C)F